ClC=1C(=NC(=NC1)N1CC(OC(C1)C(F)(F)F)(C)C)NC1=CC2=C(N(C(N2CCC(C)(C)O)=O)C)C=C1 5-((5-chloro-2-(2,2-dimethyl-6-(trifluoromethyl)morpholino)pyrimidin-4-yl)amino)-3-(3-hydroxy-3-methylbutyl)-1-methyl-1,3-dihydro-2H-benzo[d]imidazol-2-one